COC1=C(CNCCN(C)C)C=CC(=C1)OC N1-(2,4-dimethoxybenzyl)-N2,N2-dimethylethane-1,2-diamine